N-[4-Fluoro-2-methyl-5-(5-pyrrolidin-1-yl-4H-1,2,4-triazol-3-yl)phenyl]pyrazolo[1,5-a]pyridine-3-carboxamide FC1=CC(=C(C=C1C1=NN=C(N1)N1CCCC1)NC(=O)C=1C=NN2C1C=CC=C2)C